6-chloro-5-ethyl-N-[(3R)-3-piperidyl]pyridazin-3-amine ClC1=C(C=C(N=N1)N[C@H]1CNCCC1)CC